O1COC2=C1C=CC(=C2)C[C@@H](CNC(=O)N[C@H](CC2=CSC=C2)C)N(C)C ((S)-3-(benzo[d][1,3]dioxol-5-yl)-2-(dimethylamino)propyl)-3-((S)-1-(thien-3-yl)propan-2-yl)urea